2-(2-amino-8-oxo-7-propyl-7,8-dihydro-9H-purin-9-yl)tetrahydrofuran-3-yl acetate C(C)(=O)OC1C(OCC1)N1C2=NC(=NC=C2N(C1=O)CCC)N